(1S,2S)-N-(6-(5-chloro-6-fluoro-7-(isobutylamino)-1H-indazol-4-yl)imidazo[1,2-a]pyrazin-2-yl)-2-fluorocyclopropane-1-carboxamide ClC=1C(=C2C=NNC2=C(C1F)NCC(C)C)C=1N=CC=2N(C1)C=C(N2)NC(=O)[C@H]2[C@H](C2)F